NC=1C=C(C=NC1)C=1N=C(C=2N(C1)C=CN2)NC2=CC=C(C=C2)N2[C@H]1CN([C@@H](C2)C1)C(C)C 6-(5-aminopyridin-3-yl)-N-(4-((1R,4R)-5-isopropyl-2,5-diazabicyclo[2.2.1]heptan-2-yl)phenyl)imidazo[1,2-a]pyrazin-8-amine